6-chloro-3-iodo-N,N-bis(4-methoxybenzyl)imidazo[1,2-b]pyridazin-8-amine ClC=1C=C(C=2N(N1)C(=CN2)I)N(CC2=CC=C(C=C2)OC)CC2=CC=C(C=C2)OC